FC(OC1=CC=CC=2C(N[C@H]3C4=NC=5C=CC(=CC5N4[C@@H](C12)C3)C#CC=3C=NN(C3)C)=O)F (1R,11R)-18-(difluoromethoxy)-5-[2-(1-methylpyrazol-4-yl)ethynyl]-2,9,12-triazapentacyclo[9.8.1.0^{2,10}.0^{3,8}.0^{14,19}]icosa-3(8),4,6,9,14(19),15,17-heptaen-13-one